O1N=C(C2=C1C=CC=C2)C2=C(C=CC=C2)[C@H](CC2=NC(=CC=C2)Br)N (S)-1-[2-(benzo[d]isoxazol-3-yl)phenyl]-2-(6-bromopyridine-2-yl)ethan-1-amine